C(C)(C)(C)OC(=O)N1CC(CCC1)C1=NC(=C2N1C=CC=C2)C2=CC(=CC=C2)OC tert-butyl-3-(1-(3-methoxyphenyl)imidazo[1,5-a]pyridin-3-yl)piperidine-1-carboxylate